4-CHLORO-2-METHOXY-PYRIDINE-3-CARBALDEHYDE ClC1=C(C(=NC=C1)OC)C=O